CC=1C=C(C=C(C1)C1=CC(=CC=C1)OC(F)(F)F)[C@H](CC(=O)O)NC(=O)NC1C(N(C=CC1=O)C)=O (S)-3-(5-methyl-3'-(trifluoromethoxy)biphenyl-3-yl)-3-(3-(1-methyl-4-oxo-2-oxo-1,2-dihydropyridin-3-yl)ureido)propanoic acid